4-(2-(4-((7-amino-2-(furan-2-yl)-[1,2,4]triazolo[1,5-a][1,3,5]triazine-5-yl)-L-prolyl)piperazin-1-yl)ethyl)morpholine NC1=NC(=NC=2N1N=C(N2)C=2OC=CC2)N2[C@@H](CCC2)C(=O)N2CCN(CC2)CCN2CCOCC2